5-(4-chlorophenyl)-2,4-pentadienoic acid ClC1=CC=C(C=C1)C=CC=CC(=O)O